C(C)N1N=NC(=C1)C=1C=C(C=CC1)NC1=NC(=NC(=C1)C1=NC=CN=C1)[C@@H]1CC[C@@H](N(C1)C(C)=O)C 1-((2S,5R)-5-(4-((3-(1-ethyl-1H-1,2,3-triazol-4-yl)phenyl)amino)-6-(pyrazin-2-yl)pyrimidin-2-yl)-2-methyl-piperidin-1-yl)ethan-1-one